NC1=C2C(=NC=N1)N(N=C2C2=CC=C(C=C2)OC2=CC=CC=C2)[C@H]2CN(CCC2)C(C=C)=O (R)-1-(3-(4-amino-3-(4-phenoxyphenyl)-1H-pyrazolo[3,4-d]pyrimidin-1-yl)piperidin-1-yl)prop-2-en-1-one